C(C1=CC=CC=C1)(=O)C=1C(OC2=C(C=C(C=C2C1)Cl)Cl)=O 3-benzoyl-6,8-Dichlorocoumarin